2-(tert-Butyl)-7-iodo-4-phenyl-5-(propan-2-ylidene)-5H-benzo[d][1,3]diazepine C(C)(C)(C)C=1N=C(C(C2=C(N1)C=CC(=C2)I)=C(C)C)C2=CC=CC=C2